ClC1=NC=C(C(=C1)NCC1CCC(CC1)N(C(OC(C)(C)C)=O)C)C1=NN(C=C1)C(F)F tert-Butyl ((1r,4r)-4-(((2-chloro-5-(1-(difluoromethyl)-1H-pyrazol-3-yl)pyridin-4-yl)amino)methyl)cyclohexyl)(methyl)carbamate